Cl.N1(CCNCC1)C1=NC=C(N=C1)C(F)(F)F 2-(piperazin-1-yl)-5-(trifluoromethyl)pyrazine hydrochloride